C(C)(C)OC(=O)NC=1C=C2C(=C(NC2=CC1)CC)C=1CCN(CC1)CC 5-isopropoxycarbonylamino-3-(1-ethyl-1,2,3,6-tetrahydropyridin-4-yl)-2-ethyl-1H-indole